(S)-2-((Fmoc)(methyl)amino)-3-cyclopropylpropionic acid C(=O)(OCC1C2=CC=CC=C2C2=CC=CC=C12)N([C@H](C(=O)O)CC1CC1)C